C(C)(C)(C)OC(=O)N1CCC(=CC1)C=1SC(=C(C1)F)C(NC=1C=C(C=2N(C1)C=C(N2)C)F)=O tert-butyl-4-[4-fluoro-5-([8-fluoro-2-methylimidazo[1,2-a]pyridin-6-yl]carbamoyl) thiophen-2-yl]-3,6-dihydro-2H-pyridine-1-carboxylate